4-hydroxy-6-(trifluoromethoxy)quinoline-3-sulfonamide OC1=C(C=NC2=CC=C(C=C12)OC(F)(F)F)S(=O)(=O)N